1-(1H-benzo[d]imidazol-5-yl)-3-cyclopropyl-4-(2-methyl-6-(6-(trifluoromethyl)pyridazin-3-yl)pyridin-3-yl)azetidin-2-one N1C=NC2=C1C=CC(=C2)N2C(C(C2C=2C(=NC(=CC2)C=2N=NC(=CC2)C(F)(F)F)C)C2CC2)=O